C(C1=CC=CC=C1)OC1=NC(=CC=C1NC1=CC(=C(C=C1)N1CCC(CC1)CN1CCC2(CC(C2)NC(OCC2=CC=CC=C2)=O)CC1)F)OCC1=CC=CC=C1 benzyl (7-((1-(4-((2,6-bis(benzyloxy)pyridin-3-yl)amino)-2-fluorophenyl)piperidin-4-yl)methyl)-7-azaspiro[3.5]nonan-2-yl)carbamate